5-(2-aminoethyl)-3-bromo-pyrazole NCCC1=CC(=NN1)Br